pyridin-2(1H)-one-d N1(C(C=CC=C1)=O)[2H]